Diphenyl-Bismuth Bromide C1(=CC=CC=C1)[Bi](C1=CC=CC=C1)Br